C(C)OP(=O)(OCC)CC1=CC=C2C(=CC(=CC2=C1)C(=O)O)OC 7-((diethoxyphosphoryl)methyl)-4-methoxy-2-naphthoic Acid